N[C@@H](CCCN)C(=O)N[C@@H](C(C)(C)S)C(=O)O L-ornithyl-3-sulfanyl-L-valine